4-(6,6-Difluoro-2-(4-fluorophenyl)-4,5,6,7-tetrahydropyrazolo[1,5-a]pyridin-3-yl)-6-methyl-1H-pyrazolo[3,4-d]pyrimidine FC1(CCC=2N(C1)N=C(C2C2=C1C(=NC(=N2)C)NN=C1)C1=CC=C(C=C1)F)F